C(C)(C)(C)OC(CN(C)CC1=C(C=C(C=C1OC)C1=CN(C(C=2CN(CCC12)C(NC)=O)=O)C)OC)=O tert-butyl-2-[([2,6-dimethoxy-4-[2-methyl-7-(methylcarbamoyl)-1-oxo-6,8-dihydro-5H-2,7-naphthyridin-4-yl]phenyl]methyl)(methyl)amino]acetate